O(C1=CC=CC=C1)CC1=CC(=NC=C1)CNC(OC(C)(C)C)=O tert-Butyl N-[[4-(phenoxymethyl)-2-pyridyl]methyl]carbamate